ClC=1C(=C(OC2=NC=NC3=CC(=C(C=C23)[C@]2(N(CCN(C2)C(C=C)=O)C(=O)N)C)OC)C=CC1)F 4-(3-chloro-2-fluorophenoxy)-7-methoxyquinazolin-6-yl-4-acryloyl-(R)-2-methylpiperazine-1-carboxamide